ClC=1C=C(C=C(C1)[N+](=O)[O-])N(C(=O)NCC=1C=C2CN(C(C2=CC1)=O)C1C(NC(CC1)=O)=O)CC(C(=O)OC(C)(C)C)=C tert-butyl 2-((1-(3-chloro-5-nitrophenyl)-3-((2-(2,6-dioxopiperidin-3-yl)-1-oxoisoindolin-5-yl)methyl)ureido)methyl)acrylate